2-[2-amino-5-(3-fluoro-5-methylphenyl)-4-[4-(methylamino)piperidin-1-yl]pyridin-3-yl]-7-fluoro-1H-1,3-benzodiazole-5-carbonitrile NC1=NC=C(C(=C1C1=NC2=C(N1)C(=CC(=C2)C#N)F)N2CCC(CC2)NC)C2=CC(=CC(=C2)C)F